[Si].[Fe].[La] Lanthanum-iron-silicon